3-methyltricyclo[3.3.1.13,7]decan-1-amine CC12CC3(CC(CC(C1)C3)C2)N